FC(C(=O)[O-])(C)F 2,2-difluoropropionate